7-methylbenzo[d]isothiazol-3(2H)-one CC1=CC=CC=2C(NSC21)=O